4-chloro-7-(4-oxopiperidin-1-yl)-1H-indazole-3-carbonitrile ClC1=C2C(=NNC2=C(C=C1)N1CCC(CC1)=O)C#N